OC1=CC=C(C=C1)C=1C2=CC=C(N2)C(=C2C=CC(C(=C3C=CC(=C(C=4C=CC1N4)C4=CC=C(C=C4)Cl)N3)C3=CC=C(C=C3)Cl)=N2)C2=CC=C(C=C2)Cl.[Mg] magnesium 5-(4-hydroxyphenyl)-10,15,20-tris(4-chlorophenyl)porphyrin